potassium R-beta-hydroxybutyrate salt O[C@@H](CC(=O)[O-])C.[K+]